ethyl 1-(6-(azetidin-1-yl)-4-methylpyridin-3-yl)-6-chloro-7-(5,7-dihydro-6H-pyrrolo[3,4-b]pyridin-6-yl)-4-oxo-1,4-dihydro-1,8-naphthyridine-3-carboxylate N1(CCC1)C1=CC(=C(C=N1)N1C=C(C(C2=CC(=C(N=C12)N1CC2=NC=CC=C2C1)Cl)=O)C(=O)OCC)C